2-((1r,3S)-3-phenylcyclobutyl)-5-(pyrazin-2-yl)-2,5,6,7-tetrahydro-3H-pyrrolo[2,1-c][1,2,4]triazol-3-one C1(=CC=CC=C1)C1CC(C1)N1N=C2N(C1=O)C(CC2)C2=NC=CN=C2